(4H)-Benzofuranone O1C(C=C2C1=CC=CC2)=O